C(N)(O[C@H]1CSC2=C(NC1=O)C=C(C(=C2)F)C(NNC(C(C)(C)C#N)=O)=O)=O (3R)-7-[[(2-cyano-2-methyl-propanoyl)amino]carbamoyl]-8-fluoro-4-oxo-3,5-dihydro-2H-1,5-benzothiazepin-3-yl carbamate